7-[1-[5-[[(3R)-3-Aminopyrrolidin-1-yl]methyl]-2-oxo-oxazol-3-yl]ethyl]-3-[3-fluoro-4-(methylsulfonylmethyl)phenyl]-1H-indole-2-carboxylic acid N[C@H]1CN(CC1)CC1=CN(C(O1)=O)C(C)C=1C=CC=C2C(=C(NC12)C(=O)O)C1=CC(=C(C=C1)CS(=O)(=O)C)F